(1R,3S)-3-{5-[(3-cyano-2,3-dihydro-1H-inden-5-yl)amino]-1H-pyrazol-3-yl}cyclopentyl[(4-nitrophenyl)oxy]methanoate C(#N)C1CCC2=CC=C(C=C12)NC1=CC(=NN1)[C@@H]1C[C@@H](CC1)C1=C(C=CC(=C1)[N+](=O)[O-])OC(=O)[O-]